C(C1=CC=CC=C1)OC(=O)N1CC2(COC2)C(C1)C(=O)O 6-((benzyloxy)carbonyl)-2-oxa-6-azaspiro[3.4]octane-8-carboxylic acid